ClC1=C(C=C(CN2C=CC3=CC(=CC=C23)C(=O)O)C=C1)F 1-(4-chloro-3-fluorobenzyl)-1H-indole-5-carboxylic acid